C1(=C(C=CC=C1)OCCC=1C(=NC(=NC1)N)N)C (2-(o-tolyloxy)ethyl)pyrimidine-2,4-diamine